C(CCC)C=1N=NN(N1)CC1=CC=C(C=C1)C=C 5-butyl-2-(4-vinylbenzyl)-2H-tetrazole